FC1(CCN(CC1)C(=O)C=1C=C2N=C(C=NC2=CC1)C1=CC=C2C(=N1)C=NN2C)F (4,4-difluoro-1-piperidinyl)(3-(1-methyl-1H-pyrazolo[4,3-b]pyridin-5-yl)-6-quinoxalinyl)methanone